1-(5,5-dimethyl-2-oxa-5-silahex-1-yl)-5-nitro-3-(trifluoromethyl)indazole C[Si](CCOCN1N=C(C2=CC(=CC=C12)[N+](=O)[O-])C(F)(F)F)(C)C